C(C1=CC=CC=C1)OC(C(C(=O)C1C(C[C@H](N(C1)C(=O)OC(C)(C)C)C)=O)(F)F)CCCOCC1=CC=CC=C1 tert-butyl (2R)-5-(3,6-bis(benzyloxy)-2,2-difluorohexanoyl)-2-methyl-4-oxopiperidine-1-carboxylate